1-(2-(3,5-dimethylisoxazol-4-yl)-3-(6-methoxypyridin-3-yl)-7-methylquinolin-5-yl)ethan-1-amine CC1=NOC(=C1C1=NC2=CC(=CC(=C2C=C1C=1C=NC(=CC1)OC)C(C)N)C)C